bis-[3-(mesitylenesulfonyl)phenyl]urea C1(=C(C(=CC(=C1)C)C)S(=O)(=O)C=1C=C(C=CC1)NC(NC1=CC(=CC=C1)S(=O)(=O)C1=C(C=C(C=C1C)C)C)=O)C